1-cyclopropyl-3-(2-(methylthio)pyrimidin-4-yl)-1H-indazole C1(CC1)N1N=C(C2=CC=CC=C12)C1=NC(=NC=C1)SC